C(C)N(S(=O)(=O)C=1N=C2C(=NC1)N(C=C2)C(=O)OC(C)(C)C)[C@@H](C(F)(F)F)C2=CC=C(C=C2)F tert-butyl (R)-2-(N-ethyl-N-(2,2,2-trifluoro-1-(4-fluorophenyl)ethyl)sulfamoyl)-5H-pyrrolo[2,3-b]pyrazine-5-carboxylate